4-((8-methyl-2,3-dihydro-1H-pyrido[2,3-b][1,4]oxazin-7-yl)amino)-N-(4-(4-(2-methylbutanoyl)piperazin-1-yl)phenyl)-2-oxo-1,2-dihydropyridine-3-carboxamide CC1=C(C=NC=2OCCNC21)NC2=C(C(NC=C2)=O)C(=O)NC2=CC=C(C=C2)N2CCN(CC2)C(C(CC)C)=O